FC1=C(C=N[S@@](=O)C(C)(C)C)C=C(C=C1)OC=1C=NC(=CC1)C (S)-N-(2-fluoro-5-((6-methylpyridin-3-yl)oxy)benzylidene)-2-methylpropane-2-sulfinamide